ClC1=CC=C(C(=N1)C(=O)NS(=O)(=O)C)N[C@H](C)C=1C=C(C=C2C(N(C(=NC12)C1=CC2=CN(N=C2C=C1)C1COC1)C)=O)C (R)-6-chloro-3-((1-(3,6-dimethyl-2-(2-(oxetan-3-yl)-2H-indazol-5-yl)-4-oxo-3,4-dihydroquinazolin-8-yl)ethyl)amino)-N-(methylsulfonyl)picolinamide